aminosilyl-silicon N[SiH2][Si]